chloro-5-methyl-4-oxo-1-(1,2,4-thiadiazol-5-yl)-1,4-dihydro-1,8-naphthyridine-3-carboxylic acid ClC=1N(C2=NC=CC(=C2C(C1C(=O)O)=O)C)C1=NC=NS1